FC1=CC=CC=2C(=N[C@@H](C(NC21)=O)NC(=O)C2=C(N=C1N2N=C(C=C1)N1CCOCC1)C1=CC=CC=C1)C1=CC=CC=C1 N-[(3S)-9-fluoro-2-oxo-5-phenyl-1,3-dihydro-1,4-benzo-diazepin-3-yl]-6-morpholin-4-yl-2-phenylimidazo[1,2-b]pyridazine-3-carboxamide